FC=1C=C2C(=CC1)NC(C21CCN(CC1)CCOC1=CC2=C(N(C(N2)=O)C2CC(C2)(C)O)C(=C1)C(F)(F)F)=O 5-{2-(5-fluoro-2-oxospiro[indoline-3,4'-piperidin]-1'-yl)ethoxy}-1-[(cis)-3-hydroxy-3-methylcyclobutyl]-7-(trifluoromethyl)-1,3-dihydro-1,3-benzimidazol-2-one